Methyl (2E)-3-(4-ethynylphenyl)prop-2-enoate C(#C)C1=CC=C(C=C1)/C=C/C(=O)OC